C(C=C)OC1=CC2=C(C=C(C(=C2CC1)C)F)N 2-(allyloxy)-8-amino-6-fluoro-5-methyl-3,4-dihydronaphthalen